C(C)OC(/C(=N/O)/Cl)=O (Z)-2-chloro-2-(hydroxyimino)acetic acid ethyl ester